BrC=1C=CC(=NC1)CC=O 2-(5-bromopyridin-2-yl)acetaldehyde